NC1C2=CC=CC=C2CC12CCN(CC2)C=2NC(C1=C(N2)NN=C1C=1C=2C=CC=NC2C(CC1)(C)C)=O 6-(1-amino-1,3-dihydrospiro[indene-2,4'-piperidin]-1'-yl)-3-(8,8-dimethyl-7,8-dihydroquinolin-5-yl)-1,5-dihydro-4H-pyrazolo[3,4-d]pyrimidin-4-one